1-cyanato-2,6-di-tert-butylbenzene O(C#N)C1=C(C=CC=C1C(C)(C)C)C(C)(C)C